C(N)(=O)C1=CC(=NC2=C1N=CN=C2N[C@@H]2CN(C[C@H](C2)F)C(=O)[O-])C2=C(C=C(C=C2)OCC(C)(C)O)C#N (3S,5S)-3-({8-carbamoyl-6-[2-cyano-4-(2-hydroxy-2-methylpropyloxy) phenyl] pyrido[3,2-d]pyrimidin-4-yl} amino)-5-fluoropiperidine-1-carboxylate